tert-butyl ((3-methylbicyclo[1.1.1]pentan-1-yl)methyl)(piperidin-3-yl)carbamate CC12CC(C1)(C2)CN(C(OC(C)(C)C)=O)C2CNCCC2